CC=1C=NC(=CC1)C(=O)C1[C@@]2(NC(CC1)C2)C(C(=O)OC)=O methyl (1R,3R)-2-(3-methyl-6-picolinoyl-6-azabicyclo[3.1.1]heptan-1-yl)-2-oxoacetate